tert-Butyl (1S,2R)-2-(5'-oxo-4'-(m-tolylamino)-5',6'-dihydrospiro[cyclopropane-1,7'-pyrrolo[3,4-d]pyrimidine]-2'-ylamino)cyclohexylcarbamate O=C1NC2(C=3N=C(N=C(C31)NC=3C=C(C=CC3)C)N[C@H]3[C@H](CCCC3)NC(OC(C)(C)C)=O)CC2